(R)-2-(3-(1-(7-((1-(2,4-dichlorophenyl)ethyl)amino)-[1,2,4]triazolo[1,5-a]pyrimidin-5-yl)piperidin-4-yl)azetidin-1-yl)ethan-1-ol ClC1=C(C=CC(=C1)Cl)[C@@H](C)NC1=CC(=NC=2N1N=CN2)N2CCC(CC2)C2CN(C2)CCO